10-(carboxymethylaminocarbonyl)-3,7-bis(dimethylamino)phenothiazine sodium salt [Na+].C(=O)([O-])CNC(=O)N1C2=CC=C(C=C2SC=2C=C(C=CC12)N(C)C)N(C)C